C(C)OC(=O)C1=NC(=NC(=C1N)Br)C1=CC=CC=C1 5-amino-6-bromo-2-phenylpyrimidine-4-carboxylic acid ethyl ester